isopropyl (3S)-4-(2,2-dimethylpropanoyl)-6-fluoro-3-methyl-3,5-dihydro-2H-1,4-benzoxazepine-8-carboxylate CC(C(=O)N1[C@H](COC2=C(C1)C(=CC(=C2)C(=O)OC(C)C)F)C)(C)C